FC1=C(OC2C[C@H]3[C@H](CN(C3)C(=O)OC(C)(C)C)C2)C=CC(=C1)C(F)(F)F |r| tert-butyl rac-(3aS,6aR)-5-[2-fluoro-4-(trifluoromethyl)phenoxy]-3,3a,4,5,6,6a-hexahydro-1H-cyclopenta[c]pyrrole-2-carboxylate